(E)-1-[2-Hydroxy-4-[(2R)-3,4,5-trihydroxy-6-(hydroxymethyl)oxan-2-yl]oxyphenyl]-3-phenylprop-2-en-1-one OC1=C(C=CC(=C1)O[C@H]1OC(C(C(C1O)O)O)CO)C(\C=C\C1=CC=CC=C1)=O